1-methyl-3,5-dibromobenzene CC1=CC(=CC(=C1)Br)Br